C(C)(C)(C)OC(=O)NC1CCC=C(C1)C(=O)O 5-((tert-butoxycarbonyl)amino)cyclohex-1-en-1-carboxylic acid